N[C@H]1[C@@H]2N(C[C@H]1CC2)C(=O)C2=CC1=C(N(C(=N1)C=1N(C3=C(C=CC=C3C1)C1(C(C(=O)N)C=CC=C1)O)CC1CC1)C)C(=C2)OC 2-(5-((1R,4R,7R)-7-amino-2-azabicyclo[2.2.1]heptane-2-carbonyl)-7-methoxy-1-methyl-1H-benzo[d]imidazol-2-yl-1-(cyclopropylmethyl)-1H-indol-7-yl)-2-hydroxybenzamide